vinylOxazole C=CC1=NC=CO1